N-[(2R)-3-[(4aR,8aS)-3,4,4a,5,6,7,8,8a-Octahydro-2H-quinolin-1-yl]-2-[cyclopropyl-[(2,4-dimethoxyphenyl)methyl]amino]-3-oxo-propyl]oxetane-3-carboxamide N1(CCC[C@H]2CCCC[C@H]12)C([C@@H](CNC(=O)C1COC1)N(CC1=C(C=C(C=C1)OC)OC)C1CC1)=O